NC1=NNC=2C(=CC=C(C12)C(=O)N1CCC=2N(N=C3CCN(C[C@H]1C23)C(C=C)=O)C2=CC=C(C=C2)C2CC2)Br |o1:23| (R or S)-1-(5-(3-amino-7-bromo-1H-indazole-4-carbonyl)-2-(4-cyclopropylphenyl)-2,3,4,5,5a,6,8,9-octahydro-7H-1,2,5,7-tetraazabenzo[cd]azulen-7-yl)prop-2-en-1-one